2,3-dimethylbutan-1-one CC(C=O)C(C)C